FC(COCC(C(F)(F)F)(F)F)(F)F pentafluoropropyl trifluoroethyl ether